3-butyl-7-methoxy-1,1-dioxido-5-phenyl-2,3,4,5-tetrahydro-1,2,5-benzothiadiazepin C(CCC)C1NS(C2=C(N(C1)C1=CC=CC=C1)C=C(C=C2)OC)(=O)=O